C1CCNC(=O)C(C1)N The molecule is an amino acid amide obtained by the intramolecular condensation of the terminal amino group with the carboxy group in lysine. It is a member of caprolactams and an amino acid amide. It derives from an epsilon-caprolactam.